N-{1-(1-Acetylazetidin-3-yl)-3-(pyridine-2-yl)-1H-pyrazol-4-yl}-5-(1H-pyrazol-4-yl)furan-2-carboxamide C(C)(=O)N1CC(C1)N1N=C(C(=C1)NC(=O)C=1OC(=CC1)C=1C=NNC1)C1=NC=CC=C1